6-(bromomethyl)benzol BrCC1=CC=CC=C1